C(C)OC([C@@H](N)CC=1CC(C(=CC1)O)(O)Cl)=O m-chloro-3-hydroxytyrosine ethyl ester